FC1=C(N=CC2=C1N=C(N=C2N2CC1(COC(N1)=O)CCC2)OCC21CCCN1CCC2)C2=CC=CC1=CC=CC(=C21)F 7-(8-fluoro-7-(8-fluoronaphthalen-1-yl)-2-((hexahydro-1H-pyrrolizin-7a-yl)methoxy)pyrido[4,3-d]pyrimidin-4-yl)-3-oxa-1,7-diazaspiro[4.5]decan-2-one